O[C@@H]1C[C@H]2[C@H](CCC3=C(O2)C(=C(C=C3)C(=O)O)C)[C@H]1\C=C\CC(CCC(C)C)(C)O (1R,2R,3aS,10aR)-2-hydroxy-1-[(1E,4ξ)-4-hydroxy-4,7-dimethyl-1-octen-1-yl]-5-methyl-2,3,3a,9,10,10a-hexahydro-1H-benzo[b]cyclopenta[f]oxepin-6-carboxylic acid